4-methyl-N-(2-(3-phenyl-5-(thiophen-2-yl)-2-(trifluoromethyl)-2,3-dihydro-1,3,4-oxadiazol-2-yl)phenyl)benzenesulfonamide CC1=CC=C(C=C1)S(=O)(=O)NC1=C(C=CC=C1)C1(OC(=NN1C1=CC=CC=C1)C=1SC=CC1)C(F)(F)F